N-(3,4-difluorobenzyl)nicotinamide FC=1C=C(CNC(C2=CN=CC=C2)=O)C=CC1F